(benzoyl)-vinyl-phosphine C(C1=CC=CC=C1)(=O)PC=C